FC1(CCC(CC1)N1N=C(C2=CC=CC=C12)NC(C1=C(C=C(C=C1)I)N1CCC2(CC2)CC1)=O)F N-(1-(4,4-difluorocyclohexyl)-1H-indazol-3-yl)-4-iodo-2-(6-azaspiro[2.5]oct-6-yl)benzamide